CCCCCCCCCCC(CCCCC)CC(=O)[O-] (Z)-11-hexadecylacetate